ClC=1C=C(C(=NC1)OC=1C=C(C=2N(C1C)N=C(N2)C(=O)NC2(CCS(CC2)(=O)=O)C)F)OCC(F)F 6-[[5-chloro-3-(2,2-difluoroethoxy)-2-pyridyl]oxy]-8-fluoro-5-methyl-N-(4-methyl-1,1-dioxo-thian-4-yl)-[1,2,4]triazolo[1,5-a]pyridine-2-carboxamide